COC=1C=C2C(=NC(=NC2=CC1OCCCN1CCCC1)N1CCC(CC1)OC)NC1=NNC(=C1)C 6-methoxy-2-(4-methoxypiperidin-1-yl)-N-(5-methyl-1H-pyrazol-3-yl)-7-(3-(pyrrolidin-1-yl)propoxy)quinazolin-4-amine